O=C1OC2=CC(=CC=C2C(=C1)C1=C(C=CC=C1)C)CNC(=O)C1CCC(CC1)C(=O)O.C(C1=CC=CC=C1)OC=1C=C2CCN(C2=CC1)C(CC1=CC=C(OC2=C(C(=O)N)C=CC=N2)C=C1)=O 2-(4-(2-(5-(benzyloxy)indolin-1-yl)-2-oxoethyl)phenoxy)nicotinamide (1R,4R)-4-(((2-oxo-4-(o-tolyl)-2H-chromen-7-yl)methyl)carbamoyl)cyclohexane-1-carboxylate